(2R)-2-(t-Butoxycarbonylamino)propionic acid C(C)(C)(C)OC(=O)N[C@@H](C(=O)O)C